3-ethyl-2-(1-(4-methyl-1,4-diazepan-1-yl)butyl)pyrido[3,4-d]pyrimidin-4(3H)-one C(C)N1C(=NC2=C(C1=O)C=CN=C2)C(CCC)N2CCN(CCC2)C